ClC1=NC(=CC(=C1C(=O)NC=1SC=2CNCCC2N1)C1=CC=NC=C1OC)C chloro-5'-methoxy-6-methyl-N-(4,5,6,7-tetrahydrothiazolo[5,4-c]pyridin-2-yl)-[4,4'-bipyridine]-3-carboxamide